CNC=1N=CC(=C2C=C(N=CC12)NC(=O)C1CC1)C=1SC2=C(N1)C=CC(=C2)N2CCOCC2 N-(8-(methylamino)-5-(6-morpholinobenzo[d]thiazol-2-yl)-2,7-naphthyridin-3-yl)cyclopropanecarboxamide